(S)-2-amino-N-((2-((S)-2,6-dioxopiperidin-3-yl)-1-oxoisoindolin-5-yl)methyl)-3-(1H-imidazol-4-yl)propionamide N[C@H](C(=O)NCC=1C=C2CN(C(C2=CC1)=O)[C@@H]1C(NC(CC1)=O)=O)CC=1N=CNC1